C(C)(C)N1N=C(N=C1C1[C@H]2CC(C[C@@H]12)N1CC2(CS(C2)(=O)=O)CC1)C=1C=NC=C(C1)C(F)(F)F 6-((1R,3r,5S,6r)-6-(1-Isopropyl-3-(5-(trifluoromethyl)pyridin-3-yl)-1H-1,2,4-triazol-5-yl)bicyclo[3.1.0]hexan-3-yl)-2-thia-6-azaspiro[3.4]octane 2,2-dioxide